2,4-bis(tribromomethyl)-6-p-methoxyphenyl-s-triazine oxepine-6,7-diyl-diacetate O1C=CC=CC(=C1CC(=O)O)CC(=O)O.BrC(C1=NC(=NC(=N1)C(Br)(Br)Br)C1=CC=C(C=C1)OC)(Br)Br